F[Si](C(C(C(C(C(C(C(C(F)(F)F)(F)F)(F)F)(F)F)(F)F)(F)F)(F)F)(F)F)(F)F perfluorooctyl-silane